FC=1C=C(NC)C=CC1F 3,4-difluoro-N-methylaniline